NCCC1N(C(C2=CC(=CC=C12)C1=NC(=NC=C1Cl)NC1CCOCC1)=O)CC(N1CCC2=C(CC1)C=CC=C2)=O 3-(2-aminoethyl)-6-{5-chloro-2-[(oxan-4-yl)amino]pyrimidin-4-yl}-2-[2-oxo-2-(2,3,4,5-tetrahydro-1H-3-benzazepin-3-yl)ethyl]-2,3-dihydro-1H-isoindol-1-one